tert-butyl (6-(difluoromethoxy)pyridin-2-yl)carbamate FC(OC1=CC=CC(=N1)NC(OC(C)(C)C)=O)F